tert-butyl 4-[[4-[7-(difluoromethyl)-1-[rac-(4R)-4-methyl-2-oxo-1,3,4,5-tetrahydro-1,5-benzodiazepin-6-yl]-3,4-dihydro-2H-quinolin-6-yl]pyrazol-1-yl]methyl]piperidine-1-carboxylate FC(C1=C(C=C2CCCN(C2=C1)C1=CC=CC=2NC(C[C@H](NC21)C)=O)C=2C=NN(C2)CC2CCN(CC2)C(=O)OC(C)(C)C)F |r|